2-(2-((4-fluorobenzyl)thio)-6-(trifluoromethyl)-4H-imidazo[4,5-b]pyridin-4-yl)-N-(o-tolyl)butanamide FC1=CC=C(CSC2=NC=3C(N(C=C(C3)C(F)(F)F)C(C(=O)NC3=C(C=CC=C3)C)CC)=N2)C=C1